ClC1=CC=C(N=N1)N([C@H]1CN(CC1)C(=O)C=1C=C(C=O)C=CC1F)C (R)-3-(3-((6-chloropyridazin-3-yl)(methyl)amino)pyrrolidine-1-carbonyl)-4-fluorobenzaldehyde